BrC1=CN=C(S1)C=1C=C2CC(N=CC2=CC1OC)C(C)C 5-bromo-2-(3-isopropyl-7-methoxy-3,4-dihydroisoquinolin-6-yl)thiazole